NC1=C(C=2C(=NC=CN2)N1C1=C(C(=CC=C1C)O)C)C(=O)C=1NC2=C(C=CC=C2C1)NC(C)C (6-amino-5-(3-hydroxy-2,6-dimethylphenyl)-5H-pyrrolo[2,3-b]pyrazin-7-yl)(7-(isopropylamino)-1H-indol-2-yl)methanone